2-(4-Bromophenyl)-N-((2-(2,6-dioxopiperidin-3-yl)-1-oxo-2,3-dihydro-1H-isoindol-5-yl)methyl)-2,2-difluoroacetamide BrC1=CC=C(C=C1)C(C(=O)NCC=1C=C2CN(C(C2=CC1)=O)C1C(NC(CC1)=O)=O)(F)F